ClC1=CC=C(C(=N1)C(=O)N)N[C@H](C)C=1C=C(C=C2C(C(=C(OC12)C1=C(C(=CC=C1)C#N)F)C)=O)C 6-Chloro-3-[[(1R)-1-[2-(3-cyano-2-fluoro-phenyl)-3,6-dimethyl-4-oxo-chromen-8-yl]ethyl]amino]pyridine-2-carboxamide